[(E)-2-phenylethenyl]boranediol C1(=CC=CC=C1)/C=C/B(O)O